[4-[4-(1H-benzotriazol-1-yl)butyl]piperazin-1-yl]benzisothiazole N1(N=NC2=C1C=CC=C2)CCCCN2CCN(CC2)C2=NSC1=C2C=CC=C1